C12C(C=CC=CC=C3C=CC=CC=CC=C13)O2 nonalene oxide